C(C)(C)N1C(CC2=CC(=CC=C12)C(=O)OC)C(=O)OC(C)(C)C 2-tert-butyl 5-methyl 1-isopropylindoline-2,5-dicarboxylate